C1(=CC=CC2=CC=CC=C12)C=1C(=C(C2=CC3=CC=CC=C3C=C2C1)C1=C(C=CC=C1)C1=CC=CC2=CC=CC=C12)C1=CC=CC2=CC=CC=C12 dinaphthyl-(naphthylphenyl)anthracene